6-chloro-8-(2,4-difluoro-phenyl)-2,3-dimethyl-pyrimido[5,4-d]pyrimidin-4-one ClC=1N=C(C=2N=C(N(C(C2N1)=O)C)C)C1=C(C=C(C=C1)F)F